NC1=C(SC=C1)C(=O)NC 3-amino-N-methylthiophene-2-formamide